CON(C(=O)C1=CC(=NC=C1)OC)C N,2-dimethoxy-N-methyl-pyridine-4-carboxamide